Br.Br.ClC=1C=C(C=CC1F)\N=C(/N)\SCC1=C(C=CC=C1)CSC(N)=NC1=CC(=C(C=C1)F)Cl 1,2-phenylenebis(methylene) (E,E)-bis(N'-(3-chloro-4-fluorophenyl)carbamimidothioate) dihydrobromide